5-methyl-2-(1-isopropyl)cyclohexane-carboxamide CC1CCC(C(C1)C(=O)N)C(C)C